N1(CCC1)C1=C(C=CC(=C1)C(=O)OC)C1=CC2(CC(C2)(F)F)CCN1C(=O)OC(C)(C)C tert-butyl 6-[2-(azetidin-1-yl)-4-(methoxycarbonyl)phenyl]-2,2-difluoro-7-azaspiro[3.5]non-5-ene-7-carboxylate